(3-(2,6-dioxopiperidin-3-yl)-2-methylquinolin-7-yl)methyl (5-chloro-6-methylpyridin-3-yl)carbamate ClC=1C=C(C=NC1C)NC(OCC1=CC=C2C=C(C(=NC2=C1)C)C1C(NC(CC1)=O)=O)=O